tert-butyl ((E)-((4-((4-((E)-N-(tert-butoxycarbonyl)picolinimidamido)-3-chlorophenyl)carbamoyl)-3-chlorophenyl)amino)(pyridin-2-yl)methylene)carbamate C(C)(C)(C)OC(=O)N(\C(\C1=NC=CC=C1)=N\[H])C1=C(C=C(C=C1)NC(=O)C1=C(C=C(C=C1)N\C(\C1=NC=CC=C1)=N\C(OC(C)(C)C)=O)Cl)Cl